1,3,5-tris(2-(pyridin-4-yl)vinyl)benzene N1=CC=C(C=C1)C=CC1=CC(=CC(=C1)C=CC1=CC=NC=C1)C=CC1=CC=NC=C1